2-(benzyloxy)butane-4,4-d2-1,4-diol C(C1=CC=CC=C1)OC(CO)CC(O)([2H])[2H]